[I-].C(CC)[N+](C)(C)C propyl-trimethylammonium iodide